C1=C2C(=CC=C1)OCC1=C2NC2=CC=CC=C2C1=O 6,12-dihydro-7H-chromeno[4,3-b]quinolin-7-one